propenyl hexafluoroisopropyl ether FC(C(C(F)(F)F)OC=CC)(F)F